C(CCC)[C@H]1OC(C2=CC=CC=C12)=O |r| racemic-3-n-butyl-1(3H)-isobenzofuranone